C(#N)[C@]1(CC12CC2)C=2C=C1C=C(N=CC1=CC2)NC(=O)[C@@H]2CC21CCOCC1 (R)-N-(6-((S)-1-cyanospiro[2.2]pentan-1-yl)isoquinolin-3-yl)-6-oxaspiro[2.5]octane-1-carboxamide